6-chloro-5-methoxy-2-morpholino-N-(pyridin-3-yl)pyrimidin-4-amine ClC1=C(C(=NC(=N1)N1CCOCC1)NC=1C=NC=CC1)OC